(difluoro(2-(((3S,6S,10aS)-3-(methyl((2-oxo-1,2-dihydropyridin-4-yl)methyl)carbamoyl)-5-oxodecahydropyrrolo[1,2-a]azocin-6-yl)carbamoyl)benzo[b]thiophen-5-yl)methyl)phosphonic acid FC(C1=CC2=C(SC(=C2)C(N[C@H]2CCCC[C@@H]3N(C2=O)[C@@H](CC3)C(N(CC3=CC(NC=C3)=O)C)=O)=O)C=C1)(F)P(O)(O)=O